tert-butyl 3,3-dimethyl-4-(3-nitropyridin-4-yl)piperazine-1-carboxylate CC1(CN(CCN1C1=C(C=NC=C1)[N+](=O)[O-])C(=O)OC(C)(C)C)C